P(=O)(O)(O)O.CC(=O)[C@@H](O)[C@H](O)[C@H](O)CO deoxy-D-fructose phosphate